10-benzoyl-6,9-dicyano-7,8-difluoro-1,2,3,4-tetrahydropyrimido[1,2-a]indole C(C1=CC=CC=C1)(=O)C1=C2N(C=3C(=C(C(=C(C13)C#N)F)F)C#N)CCCN2